tertiary butyl-potassium C(C)(C)(C)[K]